1,2,3-triazol-4-ylmethanol N1N=NC(=C1)CO